O1C=CC(C1)O 4(4H)-Furaneol